N1=C(N=CC=C1)N1C=2N(C3=C(C1=O)C=NC(=N3)NC3=CC=C(C=C3)N3CCN(CC3)C)CCN2 6-(pyrimidin-2-yl)-2-((4-(4-methylpiperazin-1-yl)phenyl)amino)-8,9-dihydroimidazo[1,2-a]pyrimido[5,4-e]pyrimidin-5(6H)-one